BrC1=CC=C2C(=NN(C(C2=C1)=O)CC(=O)N[C@H]1CN(CCC1)CC)C(F)(F)F 2-[7-bromo-1-oxo-4-(trifluoromethyl)phthalazin-2-yl]-N-[(3R)-1-ethylpiperidin-3-yl]Acetamide